N1=C(C=CC2=CC=CC=C12)N1C(CC(CC1)N[C@H]1COCC1)C quinolin-2-yl-2-methyl-N-((R)-tetrahydrofurane-3-yl)piperidin-4-amine